ClC1=CN=C2C(=N1)N(N=C2)C 6-chloro-1-methyl-pyrazolo[3,4-b]pyrazine